C(C)(C)(C)OC(=O)N1CCC(CC1)(NCC#C)C 4-methyl-4-(prop-2-yn-1-ylamino)piperidine-1-carboxylic acid tert-butyl ester